1-(2-oxaspiro[3.3]heptan-6-yl)-5-(trifluoromethyl)-1H-pyrazol-3-amine C1OCC12CC(C2)N2N=C(C=C2C(F)(F)F)N